benzocycloundecane C1=CC=CC2=C1CCCCCCCCC2